(3-((4-methylpiperazin-1-yl)methyl)phenyl)methanol CN1CCN(CC1)CC=1C=C(C=CC1)CO